CC1=C(CCN(C1)C(=O)OC(C)(C)C)B1OC(C(O1)(C)C)(C)C tert-butyl 5-methyl-4-(4,4,5,5-tetramethyl-1,3,2-dioxaborolan-2-yl)-3,6-dihydro-2H-pyridine-1-carboxylate